O1COC2=C1C=CC(=C2)C=CC(=O)C2=C(C=CC=C2C)O 3-(1,3-Benzodioxol-5-yl)-1-(2-hydroxy-6-methylphenyl)prop-2-en-1-one